5-(7-chloro-1,2,3,4-tetrahydronaphthalen-2-yl)-2-(2-chloro-4-(pyrimidin-2-yl)phenyl)-1-methyl-4,5,6,7-tetrahydro-1H-imidazo[4,5-c]pyridine ClC1=CC=C2CCC(CC2=C1)N1CC2=C(CC1)N(C(=N2)C2=C(C=C(C=C2)C2=NC=CC=N2)Cl)C